tert-butyl (1S,4S)-5-[4-[3-chloro-4-(cyclopropylmethoxy)-2-fluoro-anilino]pyrido[3,2-d]pyrimidin-6-yl]-2,5-diazabicyclo[2.2.1]heptane-2-carboxylate ClC=1C(=C(NC=2C3=C(N=CN2)C=CC(=N3)N3[C@@H]2CN([C@H](C3)C2)C(=O)OC(C)(C)C)C=CC1OCC1CC1)F